5-(6,7-dihydro-5H-pyrrolo[1,2-a]imidazol-2-yl)-3-iodo-1-methyl-1H-indole N1=C2N(C=C1C=1C=C3C(=CN(C3=CC1)C)I)CCC2